3-(5-(((1S,2S)-2-(((3,3-difluorocyclobutyl)methyl)amino)cyclohexyl)(methyl)amino)-1-oxoisoindolin-2-yl)piperidine-2,6-dione FC1(CC(C1)CN[C@@H]1[C@H](CCCC1)N(C=1C=C2CN(C(C2=CC1)=O)C1C(NC(CC1)=O)=O)C)F